FC(C(=O)N)(C(F)(F)F)C(F)(F)F perfluoroisobutyramide